FC1=CC=C(CC=2N=C(C3=C(N2)SC(=C3)C)NCCCC3=CC=CC=C3)C=C1 2-(4-fluorobenzyl)-6-methyl-N-(3-phenylpropyl)thieno[2,3-d]pyrimidin-4-amine